N-ethyl-2-(1-hydroxycyclohexyl)-N-methylacetamide C(C)N(C(CC1(CCCCC1)O)=O)C